ClC1=CC=C(C=C1)SC1=CN=C(C=2N1C=CN2)C2=CC=C(N(C)C)C=C2 4-(5-((4-chlorophenyl)thio)imidazo[1,2-a]pyrazin-8-yl)-N,N-dimethylaniline